4-(1-(3-amino-6-(2-hydroxyphenyl)pyridazin-4-yl)piperidin-3-yl)-3-methoxybenzoate NC=1N=NC(=CC1N1CC(CCC1)C1=C(C=C(C(=O)[O-])C=C1)OC)C1=C(C=CC=C1)O